5-((1R,2R)-1-hydroxy-2-isopropylaminobutyl)-8-hydroxyquinolone O[C@@H]([C@@H](CC)NC(C)C)C1=C2C=CC(NC2=C(C=C1)O)=O